OC=1C=C(C=C(C1O)O)\C=C\C1=CC=CC=C1 (E)-3,5,4-trihydroxystilbene